C(C1=CC=CC=C1)N(C(O)=O)[C@@H]1CN(CCC1)C([C@H](CC1=CC(=CC=C1)C#N)N)=O.BrC=1C=C(OC2=C(C=C(C=C2)NC(CC2=C(C=CC=C2)Cl)=O)S(N)(=O)=O)C=CC1 N-[4-(3-bromophenoxy)-3-sulfamylphenyl]-2-(2-chlorophenyl)acetamide Benzyl-((S)-1-((S)-2-amino-3-(3-cyanophenyl)propanoyl)piperidin-3-yl)carbamate